C(C)OC=1C=C(C=CC1C=1NC(C2=C(N1)NN=N2)=O)C2=CC(=C(C(=C2)F)F)O[C@H](C(=O)O)C (S)-2-((3'-ethoxy-4,5-difluoro-4'-(7-oxo-6,7-dihydro-3H-[1,2,3]triazolo[4,5-d]pyrimidin-5-yl)-[1,1'-biphenyl]-3-yl)oxy)propanoic acid